1-bromo-3,5-hexadecadiene BrCCC=CC=CCCCCCCCCCC